BrC1=CC(=C(C=2CCCC12)N)C1=CC(=NC=C1)OC 7-bromo-5-(2-methoxypyridin-4-yl)-2,3-dihydro-1H-inden-4-amine